C(C)(C)(C)O[C@H]1[C@@H](C[C@H]2N(CCC3=CC(=C(C=C23)OC)OC(C)C)C1)O (2r,3r,11br)-3-(tert-butoxy)-9-isopropoxy-10-methoxy-1,3,4,6,7,11b-hexahydro-2H-pyrido[2,1-a]isoquinolin-2-ol